5-propyl-3,5-octanediol dibenzoate C(C1=CC=CC=C1)(=O)OC(CC)CC(CCC)(OC(C1=CC=CC=C1)=O)CCC